[N+](=O)([O-])C1=CC=C(C=C1)N1C(CN(CC1)C(=O)OC(C)(C)C)C(F)(F)F tert-butyl 4-(4-nitrophenyl)-3-(trifluoromethyl)piperazine-1-carboxylate